N-succinimidyl-3-(2-pyridyldithio)-propionate C1(CCC(N1N1C(C=CC=C1)SSCCC(=O)[O-])=O)=O